plutonium uranium americium [Am].[U].[Pu]